S1CCC(CC1)C#CC(=O)O 3-(thian-4-yl)prop-2-ynoic acid